C(C=C)(=O)OC[Si](Cl)(C)CCC acryloyloxy-propyldimethylchlorosilane